NC1=CC=C(C=N1)N1CC2CCC(C1)N2C2=CC=C(C=O)C=C2 4-(3-(6-aminopyridin-3-yl)-3,8-diazabicyclo[3.2.1]octan-8-yl)benzaldehyde